C(C)(C)(C)OC(=O)N1S(C=CC=C1COS(=O)(=O)C1=CC=C(C)C=C1)(=O)=O ((p-toluenesulfonyloxy)methyl)-1,2-thiazine-2-carboxylic acid tert-butyl ester 1,1-dioxide